4-(6-chloropyrido[3,2-d]pyrimidin-4-yl)-1-methylpiperazin-2-one ClC=1C=CC=2N=CN=C(C2N1)N1CC(N(CC1)C)=O